8-(4-(4-Cyclopentylphenoxy)piperidin-1-yl)-5-methyl-6-oxo-5,6-dihydro-1,5-naphthyridin-2-carbonitril C1(CCCC1)C1=CC=C(OC2CCN(CC2)C2=CC(N(C=3C=CC(=NC23)C#N)C)=O)C=C1